BrCC1=C(C(=O)OC)C=C(C=C1C(F)(F)F)CN1CCC(CC1)CSC methyl 2-(bromomethyl)-5-({4-[(methylsulfanyl)methyl]piperidin-1-yl}methyl)-3-(trifluoromethyl)benzoate